ClC=1C(=C(C=CC1F)N(C(CN(C1=NNC=N1)C1=NC(=CC(=C1)C(F)(F)F)CF)=O)C)F N-(3-chloro-2,4-difluorophenyl)-2-((6-(fluoromethyl)-4-(trifluoromethyl)pyridin-2-yl)(1H-1,2,4-triazol-3-yl)amino)-N-methylacetamide